(2s,4r)-1-((S)-17-amino-2-(tert-butyl)-4-oxo-6,9,12,15-tetraoxa-3-azaheptadecane-1-yl)-4-hydroxy-N-(4-(4-methylthiazol-5-yl)benzyl)pyrrolidine-2-carboxamide hydrochloride Cl.NCCOCCOCCOCCOCC(N[C@H](CN1[C@@H](C[C@H](C1)O)C(=O)NCC1=CC=C(C=C1)C1=C(N=CS1)C)C(C)(C)C)=O